3-cyclopropyl-6-[(5-methoxypyridin-2-yl)methyl]-1-{1-[6-(trifluoromethyl)pyridin-3-yl]ethyl}-1h,4h,5h-pyrazolo[3,4-d]pyrimidin-4-one C1(CC1)C1=NN(C=2N=C(NC(C21)=O)CC2=NC=C(C=C2)OC)C(C)C=2C=NC(=CC2)C(F)(F)F